C1(=CC=C(C=C1)N(C1=CC=C(C=C1)C1=CC=CC=C1)C1=CC=C(C=C1)C1(C2=CC=CC=C2C=2C=CC=CC12)C1=CC=C(C=C1)N(C1=CC=C(C=C1)C1=CC=CC=C1)C1=CC=C(C=C1)C1=CC=CC=C1)C1=CC=CC=C1 (9,9-bis[4-(N,N-bis-biphenyl-4-yl-amino)phenyl])-9H-fluorene